tert-Butyl 1-(4-iodophenyl)cyclopentanecarboxylate IC1=CC=C(C=C1)C1(CCCC1)C(=O)OC(C)(C)C